5-Chloro-3-methyl-2-[2-[[(3R)-1-methyl-3-piperidyl]amino]oxazolo[4,5-b]pyridin-5-yl]phenol ClC=1C=C(C(=C(C1)O)C1=CC=C2C(=N1)N=C(O2)N[C@H]2CN(CCC2)C)C